NC\C=C(\CN1N=NC2=C1C=C(C=C2C2=CC(=CC=C2)S(=O)(=O)CC)C(=O)N2CCCC2)/F (Z)-(1-(4-amino-2-fluorobut-2-en-1-yl)-4-(3-(ethylsulfonyl)phenyl)-1H-benzo[d][1,2,3]triazol-6-yl)(pyrrolidin-1-yl)methanone